(2-((5-bromo-2-chloropyrimidin-4-yl)amino)phenyl)isothiazolidine 1,1-dioxide BrC=1C(=NC(=NC1)Cl)NC1=C(C=CC=C1)N1S(CCC1)(=O)=O